1-methyl-6-oxo-7H-pyrazolo[3,4-b]pyridine-5-carboxylic acid ethyl ester C(C)OC(=O)C1=CC2=C(NC1=O)N(N=C2)C